FC=1C=C(C=CC1)S(=O)(=O)C(C)(C)C1CCN(CC1)C(=O)NC=1N=NC(=CC1)C 4-(2-((3-fluorophenyl)sulfonyl)propan-2-yl)-N-(6-methyl-pyridazin-3-yl)piperidine-1-carboxamide